(3R,6S)-1-(2-(6-methoxypyridin-3-yl)acetyl)-6-methylpiperidine-3-carboxamide COC1=CC=C(C=N1)CC(=O)N1C[C@@H](CC[C@@H]1C)C(=O)N